1,3,3,3-tetrafluoropropyl iodide FC(CC(F)(F)F)I